2-(acetoxyimino)-1-(6-(2-(acetoxyimino)propionyl)-9-(4-(methylthio)phenyl)-carbazol-3-yl)pentan-1-one C(C)(=O)ON=C(C(=O)C=1C=CC=2N(C3=CC=C(C=C3C2C1)C(C(C)=NOC(C)=O)=O)C1=CC=C(C=C1)SC)CCC